FC1=CC=C(C=C1)C=1C(C(=CN2CCCCC12)C(=O)N)=O 1-(4-fluorophenyl)-2-oxo-6,7,8,9-tetrahydroquinolizine-3-carboxamide